tert-butyl 5-bromo-7-chloro-benzothiophene-2-carboxylate BrC=1C=C(C2=C(C=C(S2)C(=O)OC(C)(C)C)C1)Cl